2-(4-piperidyl)ethanol tert-butyl-(E)-3-(4-(trifluoromethyl)pyrimidin-2-yl)acrylate C(C)(C)(C)/C(/C(=O)OCCC1CCNCC1)=C\C1=NC=CC(=N1)C(F)(F)F